(E)-4-((5-(1,1-dioxidothiomorpholino)thiophen-2-yl)methylene)-3-phenylisoxazol-5(4H)-one O=S1(CCN(CC1)C1=CC=C(S1)\C=C\1/C(=NOC1=O)C1=CC=CC=C1)=O